tert-butyl 4-{1-[3-(trifluoromethyl)phenyl]pyrrolidine-3-carbonyl}-octahydropyrrolo[3,2-b]pyrrole-1-carboxylate FC(C=1C=C(C=CC1)N1CC(CC1)C(=O)N1CCC2N(CCC21)C(=O)OC(C)(C)C)(F)F